FC=1C=C(C=CC1OC1=CC=NC2=CC(=C(C=C12)OCCCN1CCOCC1)OC)NC(=O)C1=C2C(=CN(C1=O)C1=CC=C(C=C1)F)CCO2 N-(3-fluoro-4-{[7-methoxy-6-(3-morpholinopropoxy)quinolin-4-yl]oxy}phenyl)-5-(4-fluorophenyl)-6-oxo-2,3,5,6-tetrahydrofuro[3,2-c]pyridine-7-carboxamide